O([C@H]1[C@H](O)[C@@H](O)[C@@H](O)[C@H](O1)CO)C(C)C Isopropyl β-D-galactopyranoside